C(C)OC(=O)C1=CN=C(O1)C=1CCOCC1 2-(3,6-dihydro-2H-pyran-4-yl)-oxazole-5-carboxylic acid ethyl ester